(R)-α-cyano-3-phenoxybenzyl (1S)-cis-3-(2,2-dichlorovinyl)-2,2-dimethylcyclopropanecarboxylate ClC(=C[C@H]1C([C@H]1C(=O)O[C@H](C1=CC(=CC=C1)OC1=CC=CC=C1)C#N)(C)C)Cl